C(CCCCCCC\C=C/C\C=C/CCCCC)(=O)OC(CCCCCCCCCCC)CCCCCCCC octyl-dodecanol linoleate